CC(CCCCC)C(=O)O[C@H](C)C1=CC=CC=C1 (R)-1-phenylethyl heptane-2-carboxylate